BrC1=C(C=C(C(=O)N2CC=3N(CC2)C(N(C3C(=O)N[C@@H]3CCC2=CC=CC=C32)C3=CC=C(C=C3)OC)=O)C=C1)Cl |r| 7-(4-bromo-3-chloro-benzoyl)-2-(4-methoxyphenyl)-3-oxo-N-[rac-(1R)-indan-1-yl]-6,8-dihydro-5H-imidazo[1,5-a]pyrazine-1-carboxamide